N-(4-((4-amino-7-isopropyl-5-(4-phenoxyphenyl)-7H-pyrrolo[2,3-d]pyrimidin-6-yl)ethynyl)cyclohexyl)-2-chloroacetamide NC=1C2=C(N=CN1)N(C(=C2C2=CC=C(C=C2)OC2=CC=CC=C2)C#CC2CCC(CC2)NC(CCl)=O)C(C)C